C[Si](OCC1CO1)(OCC1CO1)OCC1CO1 methyltri(glycidoxy)silane